rel-3-(5-(difluoromethyl)-1,3,4-thiadiazol-2-yl)-8-((4aR,7aR)-hexahydro-4H-furo[3,4-b][1,4]oxazin-4-yl)-N-(1-methylcyclopropyl)imidazo[1,5-a]pyridine-6-sulfonamide FC(C1=NN=C(S1)C1=NC=C2N1C=C(C=C2N2[C@H]1[C@@H](OCC2)COC1)S(=O)(=O)NC1(CC1)C)F |o1:17,18|